4-(6-Cyanoquinolin-4-ylamino)-2-fluoro-N-(4-(pyridin-4-ylamino)phenyl)benzamide C(#N)C=1C=C2C(=CC=NC2=CC1)NC1=CC(=C(C(=O)NC2=CC=C(C=C2)NC2=CC=NC=C2)C=C1)F